C(C=C)(=O)N1C[C@H](CCC1)C=1C=NC=CC1C1=CC(=C(CNC(=O)C2=NOC(=N2)C2(CC2)C)C=C1)C (R)-N-(4-(3-(1-acryloylpiperidin-3-yl)pyridin-4-yl)-2-methylbenzyl)-5-(1-methylcyclopropyl)-1,2,4-oxadiazole-3-carboxamide